C(C)(C)N1N=C(C(=C1C)C=1C=NN2C1C=C(C=C2)N2N=C(C(=C2)C(=O)O)C(F)(F)F)C 1-[3-(1-isopropyl-3,5-dimethyl-pyrazol-4-yl)pyrazolo[1,5-a]pyridin-5-yl]-3-(trifluoromethyl)pyrazole-4-carboxylic acid